N-(2-(2,6-dioxopiperidin-3-yl)-1-oxoisoindolin-5-yl)-3-methoxybenzenesulfonamide O=C1NC(CCC1N1C(C2=CC=C(C=C2C1)NS(=O)(=O)C1=CC(=CC=C1)OC)=O)=O